COC(=O)C=C1C(C=CC=C1)P(C1=CC=CC=C1)C1=CC=CC=C1 Methoxycarbonylmethylenetriphenylphosphine